N-(5-(difluoromethoxy)-1H-pyrazol-3-yl)-5-((tetrahydro-2H-pyran-4-yl)methyl)-5H-pyrrolo[2,3-b]pyrazin-3-amine FC(OC1=CC(=NN1)NC1=CN=C2C(=N1)N(C=C2)CC2CCOCC2)F